FC=1C(=CC(=C(C1)NC(=O)C=1C=CC(=NC1)C=1CCNCC1)C)C=1CCNCC1 1',2',3',6'-tetrahydro-[2,4']bipyridinyl-5-carboxylic acid [5-fluoro-2-methyl-4-(1,2,3,6-tetrahydro-pyridin-4-yl)-phenyl]-amide